C1(=CC=CC2=CC=CC=C12)N1CC(NCC1)C(=O)N 4-(Naphthalen-1-yl)piperazine-2-carboxamide